[2H]C1=C(C=CC=C1)[O-].[Na+] sodium deuterophenolate